N1=C(C=CC(=C1)C1=CC=C(C(=O)O)C=C1)C1=NC=C(C=C1)C1=CC=C(C(=O)O)C=C1 4,4'-([2,2'-bipyridine]-5,5'-diyl)dibenzoic acid